2-(4,4-difluoroazepan-1-yl)-N-(3-hydroxy-1H-indazol-5-yl)quinoline FC1(CCN(CCC1)C1N(C2=CC=CC=C2C=C1)C=1C=C2C(=NNC2=CC1)O)F